FC1(CCN(CC1)C1=NC=C(C=C1F)I)F 2-(4,4-difluoropiperidin-1-yl)-3-fluoro-5-iodopyridine